6-chloro-1-methyl-1H-pyrrolo[2,3-b]pyridine-4-carbaldehyde ClC=1C=C(C2=C(N1)N(C=C2)C)C=O